ClC1=CC=C(C=C1)[C@@]1(CNCC1)N(S(=O)(=O)C1=CC=C(C=C1)OC(F)(F)F)C (S)-N-(3-(4-chlorophenyl)pyrrolidin-3-yl)-N-methyl-4-(trifluoromethoxy)benzenesulfonamide